FC(OC1CC(CC1)NC([O-])=O)(F)F (3-(trifluoromethoxy)cyclopentyl)carbamate